glutaric acid monoamide C(CCCC(=O)O)(=O)N